(+/-)-6-(3-amino-9-methyl-3,4-dihydro-2H-[1,4]dioxepino[2,3-b]pyridin-8-yl)-N3-(5,6-dihydro-11H-imidazo[1,2-a]pyrazolo[1,5-d][1,4]diazepin-8-yl)-7-fluoroisoquinoline-3,8-diamine N[C@@H]1COC=2C(=NC=C(C2C)C=2C=C3C=C(N=CC3=C(C2F)N)NC2=NN3CC=4N(CCC3=C2)C=CN4)OC1 |r|